FC=1C=C(C=CC1F)[C@@H]1[C@H](CN[C@@H](C1)CCCN1CCCC1)C1=C(SC2=C1C=1N(CCO2)N=CC1)C(=O)N ((3S,4S,6R)-4-(3,4-difluorophenyl)-6-(3-(pyrrolidin-1-yl)propyl)piperidin-3-yl)-5,6-dihydropyrazolo[1,5-d]thieno[3,2-f][1,4]oxazepine-2-carboxamide